3-((L-phenylalanyl)amino)-3,3-dideuterio-1-propanesulfonic acid N[C@@H](CC1=CC=CC=C1)C(=O)NC(CCS(=O)(=O)O)([2H])[2H]